trans-N-(8-amino-6-(1-methyl-4-oxo-1,4-dihydropyridin-2-yl)isoquinolin-3-yl)-2-cyanocyclopropane-1-carboxamide NC=1C=C(C=C2C=C(N=CC12)NC(=O)[C@H]1[C@@H](C1)C#N)C=1N(C=CC(C1)=O)C